FC(N1N=C(C=C1)C=1C=C(C=NC1OC1=CC=C(C=C1)C(F)(F)F)C(=O)N[C@@H](CO)C)F 5-[1-(difluoromethyl)-1H-pyrazol-3-yl]-N-[(2R)-1-hydroxypropan-2-yl]-6-[4-(trifluoromethyl)phenoxy]pyridine-3-carboxamide